1-methyl-4-((2-methoxypyrimidin-6-yl)amino)-7-chloro-N-(4-methoxyphenylsulfonyl)-indole-2-carboxamide sodium salt [Na].CN1C(=CC2=C(C=CC(=C12)Cl)NC1=CC=NC(=N1)OC)C(=O)NS(=O)(=O)C1=CC=C(C=C1)OC